N(C=1C(=CC=CC1)C)ONC=1C(=CC=CC1)C toluidinyl ether